FC1=C2CCN(C2=CC=C1F)C(=O)C=1C=C2CN(C(C2=CC1)=O)C1C(NC(CC1)=O)=O 3-(5-(4,5-difluoroindoline-1-carbonyl)-1-oxoisoindolin-2-yl)piperidine-2,6-dione